COC(=O)C=1NC=C(C1C1=CC=CC=C1)C1=C(C(=CC=C1)OC)Cl 4-(2-chloro-3-methoxyphenyl)-3-phenyl-1H-pyrrole-2-carboxylic acid methyl ester